C(C)(C)(C)C=1C=C(C=C(C1O)C(C)(C)C)CCC(=O)NCCCCCCNC(CCC1=CC(=C(C(=C1)C(C)(C)C)O)C(C)(C)C)=O N,N'-bis-(3,5-di-tert-butyl-4-hydroxyphenylpropionyl)-hexamethylenediamine